NCC1=NC2=CC(=CC=C2C(N1)=O)C=1C=NN(C1C1=C(C#N)C(=CC(=C1F)Cl)N1CC(C1)C)C (2R)-2-(4-(2-(aminomethyl)-4-Oxo-3,4-dihydroquinazolin-7-yl)-1-methyl-1H-pyrazol-5-yl)-4-chloro-3-fluoro-6-(3-methyl-Azetidin-1-yl)benzonitrile